P(=O)(OCC1=CC=CC=C1)(OCC1=CC=CC=C1)OC1CN(C1)C(CCCC1=CC=C(C=C1)OCCCCCCCC)=O Dibenzyl 1-{4-[4-(octyloxy)phenyl]butanoyl}azetidin-3-yl phosphate